1-homopiperazinecarboxylic acid benzyl ester C(C1=CC=CC=C1)OC(=O)N1CCNCCC1